(1R,3r)-3-((((1R,3r,5S)-8-((4-(difluoromethoxy)phenyl)sulfonyl)-8-azabicyclo[3.2.1]octan-3-yl)amino)methyl)cyclobutan-1-ol FC(OC1=CC=C(C=C1)S(=O)(=O)N1[C@H]2CC(C[C@@H]1CC2)NCC2CC(C2)O)F